C(CS)(=O)OCCCCCCCCBr 8-bromo-1-octyl thioglycolate